C(C1=CC=CC=C1)OC1=NC(=CC=C1NC1=CC(=C(C=C1)N1CCC(CC1)NC(OC(C)(C)C)=O)F)OCC1=CC=CC=C1 tert-butyl N-[1-[4-[(2,6-dibenzyloxy-3-pyridyl)amino]-2-fluoro-phenyl]-4-piperidyl]carbamate